3-(7-bromo-1,2-benzoxazol-3-yl)piperidine-2,6-dione BrC1=CC=CC=2C(=NOC21)C2C(NC(CC2)=O)=O